piperidine-4-carbaldehyde N1CCC(CC1)C=O